ClC1=NC(=C(N=C1Br)Br)Br 2-chloro-3,5,6-tribromopyrazine